NCCNC(C[Si](OC)(OC)OC)C N-(beta-aminoethyl)-beta-aminopropyltrimethoxysilane